5-[(2S)-2-([3-[4-(5-cyanopyridin-2-yl)piperazin-1-yl]-3-oxopropoxy]methyl)pyrrolidin-1-yl]-3-oxo-2,3-dihydropyridazine-4-carbonitrile C(#N)C=1C=CC(=NC1)N1CCN(CC1)C(CCOC[C@H]1N(CCC1)C1=C(C(NN=C1)=O)C#N)=O